Br\C(=C/1\C(=COC2=C1C=CC=C2)C(C)S(=O)(=O)C2=CC=CC=C2)\C2=CC=CC=C2 (E)-4-(bromo(phenyl)methylene)-3-(1-(phenylsulfonyl)ethyl)benzopyran